BrCCOCCOCCOCC(=O)OC(C)(C)C tert-butyl 2-[2-[2-(2-bromoethoxy)ethoxy]ethoxy]acetate